3-(2,4-dimethylphenyl)sulfonyl-9-methoxy-4H-triazolo[1,5-a]quinazolin-5-one CC1=C(C=CC(=C1)C)S(=O)(=O)C=1N=NN2C1NC(C1=CC=CC(=C21)OC)=O